[Si](C)(C)(C(C)(C)C)O[C@@H]1C[C@@H](CCC1)NC=1N=NC(=C2C1C=NC=C2)C2=C(C=C(C=C2)CC)O 2-[4-[[(1R,3S)-3-[tert-butyl(dimethyl)silyl]oxycyclohexyl]amino]pyrido[3,4-d]pyridazin-1-yl]-5-ethyl-phenol